COC(=O)C=1C(C(=C(OC1C)N)C#N)C=1SC(=CC1)C#N 2-amino-3-cyano-4-(5-cyano-2-thienyl)-6-methyl-4H-pyran-5-carboxylic acid methyl ester